(2S,3S,4R,5S)-N-(3-Carbamoylphenyl)-3-[2-(Difluoromethoxy)-3,4-difluoro-phenyl]-4,5-dimethyl-5-(trifluoromethyl)tetrahydrofuran-2-carboxamid C(N)(=O)C=1C=C(C=CC1)NC(=O)[C@H]1O[C@@]([C@@H]([C@H]1C1=C(C(=C(C=C1)F)F)OC(F)F)C)(C(F)(F)F)C